2,4-dioxo-3-(pyridin-2-yl)-1,2,3,4-tetrahydropyrimidine-5-carboxylic acid ethyl ester C(C)OC(=O)C=1C(N(C(NC1)=O)C1=NC=CC=C1)=O